CCCCCOC1CCC(CC1)NC(=O)C2=C3N=C(C=C(N3N=C2)C)C 5,7-Dimethyl-N-((1R,4R)-4-(pentyloxy)cyclohexyl)pyrazolo[1,5-a]pyrimidine-3-carboxamide